ClC1=CC=C(C=N1)[C@@H](CCN1CCC(CC1)O)NC(OCC1=CC=CC=C1)=O (R)-benzyl (1-(6-chloropyridin-3-yl)-3-(4-hydroxypiperidin-1-yl)propyl)carbamate